N-[(2-chlorothiazol-5-yl)methyl]N-2-Pyridylglycine methyl ester COC(CN(C1=NC=CC=C1)CC1=CN=C(S1)Cl)=O